[O-2].[Li+].[Ta+5].[O-2].[O-2] Tantalum lithium oxide